FC=1C=C(C=CC1)S(=O)CC(=O)C1=NC=C(C=C1)C1=NOC(=N1)C(F)(F)F 2-((3-fluorophenyl)sulfinyl)-1-(5-(5-(trifluoromethyl)-1,2,4-oxadiazol-3-yl)pyridin-2-yl)ethan-1-one